NC1=NC=NN2C1=C(C(=N2)C2=CC=C(C=C2)NC(C(=C)F)=O)C2=CC(=C(C=C2)OC2=NC=C(C=N2)F)F N-(4-(4-amino-5-(3-fluoro-4-((5-fluoropyrimidin-2-yl)oxy)phenyl)pyrazolo[5,1-f][1,2,4]triazin-6-yl)phenyl)-2-fluoroacrylamide